N-[(3R,4S)-4-methoxypyrrolidine-3-yl]Carbamic acid tert-butyl ester C(C)(C)(C)OC(N[C@@H]1CNC[C@@H]1OC)=O